FC(C(=O)N1CC(C1)N1N=C(C=2N=C(N=C(C21)OC)C)C2=CC=C(C=C2)C(F)(F)F)=C 2-fluoro-1-(3-(7-methoxy-5-methyl-3-(4-(trifluoromethyl)-phenyl)-1H-pyrazolo[4,3-d]-pyrimidin-1-yl)azetidin-1-yl)-prop-2-en-1-one